C(C)OC1=C(C=CC(=C1)C1=NN=CN1C)NC=1N=CC2=C(N1)C(=NC(=C2)C)NC(CC)CC N2-(2-ethoxy-4-(4-methyl-4H-1,2,4-triazol-3-yl)phenyl)-6-methyl-N8-(pentan-3-yl)pyrido[3,4-d]pyrimidine-2,8-diamine